C1(CC1)N(C1=C(C(=NC=N1)NCC1=CC=C(C=C1)CC(=O)N)F)CC1=NC=C(C=C1)C(F)(F)F 2-[4-[[[6-[cyclopropyl-[[5-(trifluoromethyl)-2-pyridyl]methyl]amino]-5-fluoro-pyrimidin-4-yl]amino]methyl]phenyl]acetamide